7-bromo-1-methyl-3,4-dihydropyrido[2,3-b]pyrazin-2(1H)-one BrC1=CC2=C(NCC(N2C)=O)N=C1